3-(7-Bromo-2,6-dichloro-8-fluoroquinazolin-4-yl)-3,8-diazabicyclo[3.2.1]octane-8-carboxylic acid tert-butyl ester C(C)(C)(C)OC(=O)N1C2CN(CC1CC2)C2=NC(=NC1=C(C(=C(C=C21)Cl)Br)F)Cl